CN1N=CC=2C1=NC(=CN2)N[C@@H](C)C=2C=C(C=CC2)NC(=O)NC=2C=NC=CC2 (S)-1-(3-(1-((1-methyl-1H-pyrazolo[3,4-b]pyrazin-6-yl)amino)ethyl)phenyl)-3-(pyridin-3-yl)urea